(1-Cyclopropylethyl)3-methylbenzofuran-2(3H)-one C1(CC1)C(C)C1(C(OC2=C1C=CC=C2)=O)C